CS(=O)(=O)C1=NC(=CC(=N1)C1=CC(=CC=C1)OC1=CC=CC=C1)C(F)(F)F 2-(methylsulfonyl)-4-(3-phenoxyphenyl)-6-(trifluoromethyl)pyrimidine